4-((2-chloro-5-(cyclopentylmethoxy)phenyl)thio)-1H-1,2,3-triazole-5-carboxylic acid ClC1=C(C=C(C=C1)OCC1CCCC1)SC=1N=NNC1C(=O)O